(diphenyltriazinyl)[(dimethylfluorenyl)dibenzothiophenyl]Benzene C1(=CC=CC=C1)C1=C(C(=NN=N1)C1=C(C=CC=C1)C1=C(C=CC=2SC3=C(C21)C=CC=C3)C3=C(C(=CC=2C1=CC=CC=C1CC32)C)C)C3=CC=CC=C3